The molecule is a carbohydrate acid derivative anion that is a polyanionic form of heparosan N-sulfate L-iduronic acid arising from global deprotonation of the carboxy and N-sulfo groups; major species at pH 7.3. It is an organic sulfamate oxoanion, a carbohydrate acid derivative anion and a carboxylic acid anion. It is a conjugate base of a heparosan N-sulfate L-iduronic acid. C([C@@H]1[C@H]([C@@H]([C@H]([C@H](O1)O)NS(=O)(=O)[O-])O)O[C@H]2[C@@H]([C@H]([C@@H]([C@@H](O2)C(=O)[O-])O)O)O)O